tert-Butyl 2-(4-(2,4-dioxotetrahydropyrimidin-1(2H)-yl)-1-isopropyl-1H-indole-6-carbonyl)-2,8-diazaspiro[4.5]decane-8-carboxylate O=C1N(CCC(N1)=O)C1=C2C=CN(C2=CC(=C1)C(=O)N1CC2(CC1)CCN(CC2)C(=O)OC(C)(C)C)C(C)C